2,4,4,4-tetrafluoro-3,3-dihydroxy-1-(3,4,5-trimethoxyphenyl)butan-1-one tert-butyl-N-({[(tert-butoxy)carbonyl]amino}(trifluoromethanesulfonylimino)methyl)carbamate C(C)(C)(C)OC(NC(=NS(=O)(=O)C(F)(F)F)NC(=O)OC(C)(C)C)=O.FC(C(=O)C1=CC(=C(C(=C1)OC)OC)OC)C(C(F)(F)F)(O)O